[1,3'-bipyridine]-5-carboxylate N1(CC=CC(=C1)C(=O)[O-])C=1C=NC=CC1